C1=C(C=C(C(=C1Br)N)Br)OC(F)(F)F 3,5-dibromo-4-aminotrifluoromethoxybenzene